C(C=C)C1(C2=NC=NC2=NC=N1)N 6-allyladenine